C[C@H]1CN(C[C@@H](N1C)C)[C@@H](C(=O)OC)C (R)-methyl 2-((3S,5S)-3,4,5-trimethylpiperazin-1-yl)propanoate